4,7-dimethyl-2H-indazol CC=1C2=CNN=C2C(=CC1)C